5-cyclopentyl-4-[2-(1-isopropylpyrazol-4-yl)-6-methyl-1-(4-methylbenzenesulfonyl)-7-oxopyrrolo[2,3-c]pyridine-4-yl]-1-methylpyridin-2-one C1(CCCC1)C=1C(=CC(N(C1)C)=O)C=1C2=C(C(N(C1)C)=O)N(C(=C2)C=2C=NN(C2)C(C)C)S(=O)(=O)C2=CC=C(C=C2)C